C1(CC1)CN1N=CC=C1C N-(cyclopropylmethyl)-5-methylpyrazol